CN(C(=O)C=1C=C(C=CC1)C1=CC=C(C=C1)C=1N=NNC1C(=O)O)C 4-(3'-(dimethylcarbamoyl)-[1,1'-biphenyl]-4-yl)-1H-1,2,3-triazole-5-carboxylic acid